tert-butyl 6,6-difluoro-1-(3-methoxyphenyl)-3-azabicyclo[3.1.0]hexane-3-carboxylate FC1(C2CN(CC12C1=CC(=CC=C1)OC)C(=O)OC(C)(C)C)F